CS(=O)(=O)OC[C@H]1N(CC1)C(=O)OC(C)(C)C tert-butyl (S)-2-(((methylsulfonyl)oxy)methyl)azetidine-1-carboxylate